BrC1=C(N=C2C=3C=C(C=NC3C=CN21)C=2C=NN(C2)[C@@H]2CN(CC2)C(=O)OC(C)(C)C)C2=C(C=CC=C2Cl)Cl tert-Butyl (S)-3-(4-(3-bromo-2-(2,6-dichlorophenyl)imidazo[2,1-f][1,6]naphthyridin-9-yl)-1H-pyrazol-1-yl)pyrrolidine-1-carboxylate